N1CC(C1)N1N=CC(=C1)C1=NN(C=2C1=NC(=C(C2)OC)C2=C(C(=CC=C2)C)C)CC2=CC=C(C=C2)OC (1-(azetidin-3-yl)-1H-pyrazol-4-yl)-5-(2,3-dimethylphenyl)-6-methoxy-1-(4-methoxybenzyl)-1H-pyrazolo[4,3-b]pyridine